15-[4-(4,6-dichloro-1,3,5-triazin-2-yl)-3-hydroxy-phenoxy]pentadecane-1,4,7-triol ClC1=NC(=NC(=N1)Cl)C1=C(C=C(OCCCCCCCCC(CCC(CCCO)O)O)C=C1)O